ClC1=C(C=CC(=C1)OC1=NC=NC2=CC(=C(C=C12)OC)O)NC(=O)NC1=C(C=C(C=C1)OC)OC 1-(2-chloro-4-((7-hydroxy-6-methoxyquinazolin-4-yl)oxy)phenyl)-3-(2,4-dimethoxyphenyl)urea